2-fluoro-N-(5-fluoro-2-((2-methyl-1,2,3,4-tetrahydroisoquinolin-7-yl)amino)pyrimidin-4-yl)benzamide FC1=C(C(=O)NC2=NC(=NC=C2F)NC2=CC=C3CCN(CC3=C2)C)C=CC=C1